1-(8Z,11Z,14Z,17Z-eicosatetraenoyl)-2-(11Z-octadecenoyl)-sn-glycero-3-phosphocholine CCCCCC/C=C\CCCCCCCCCC(=O)O[C@H](COC(=O)CCCCCC/C=C\C/C=C\C/C=C\C/C=C\CC)COP(=O)([O-])OCC[N+](C)(C)C